(1H-indol-3-yl)pyrrolidine N1C=C(C2=CC=CC=C12)N1CCCC1